(5-methoxy-1-methyl-1H-pyrazol-3-yl)methanone COC1=CC(=NN1C)C=O